tert-butyl (2-(3-methoxy-1-methylnaphthalen-2-yl)ethyl)carbamate COC=1C(=C(C2=CC=CC=C2C1)C)CCNC(OC(C)(C)C)=O